FC=1C(=C(C(=O)N[C@@H](CO)C2=CC=CC=C2)C=CN1)F |r| 2,3-difluoro-N-[(1RS)-2-hydroxy-1-phenylethyl]isonicotinamide